[9H]-fluoren C1=CC=CC=2C3=CC=CC=C3CC12